BrC=1C=CC(=C(C[N-]NC(C(OCC)OCC)=O)C1)OC N-(5-bromo-2-methoxybenzyl)-2,2-diethoxy-acetamido-amide